4-bromo-2-(1-cyano-2-methoxy-2-oxoethyl)benzoic acid methyl ester COC(C1=C(C=C(C=C1)Br)C(C(=O)OC)C#N)=O